2-fluoro-4-(fluoromethoxy)phenyl-1-methyl-imidazole-2-carboxamide FC1=C(C=CC(=C1)OCF)C=1N=C(N(C1)C)C(=O)N